BrC1=C(N=C(S1)N)C1=CC(=C(C=C1)F)F 5-bromo-4-(3,4-difluorophenyl)thiazol-2-amine